C(CCCCCCC)(=[Se])O racemic-selenooctanoic acid